2-(2-chlorophenyl)-N-[4-(5-methyl-1H-1,2,4-triazol-1-yl)-3-sulfamoylphenyl]acetamide ClC1=C(C=CC=C1)CC(=O)NC1=CC(=C(C=C1)N1N=CN=C1C)S(N)(=O)=O